R-asparagine N[C@H](CC(N)=O)C(=O)O